(4-(1,2,4,5-tetrazin-3-yl)phenyl)methanamine hydrochloride Cl.N1=NC(=NN=C1)C1=CC=C(C=C1)CN